NC1=C2N=CN(C2=NC=N1)C[C@@H](C)OCP(OCCSCCCCCCCCCCCC#CC1=C(C(=C(C(=C1F)F)F)F)F)(O)=O 2-((13-(perfluorophenyl)tridec-12-yn-1-yl)thio)ethyl hydrogen ((((R)-1-(6-amino-9H-purin-9-yl)propan-2-yl)oxy)methyl)phosphonate